(4R)-4-{[1-(tert-butoxycarbonyl)-5,5-dimethyl-2-oxopyrrolidin-3-yl](hydroxy)methyl}-2,2-dimethyl-1,3-oxazolidine-3-carboxylic acid tert-butyl ester C(C)(C)(C)OC(=O)N1C(OC[C@@H]1C(O)C1C(N(C(C1)(C)C)C(=O)OC(C)(C)C)=O)(C)C